(R)-N-(1-(4-methoxyphenyl)ethyl)but-3-en-1-amine COC1=CC=C(C=C1)[C@@H](C)NCCC=C